tert-butyl 2-(3-amino-1-methyl-1H-indazol-6-yl)-2,7-diazaspiro[3.5]nonane-7-carboxylate NC1=NN(C2=CC(=CC=C12)N1CC2(C1)CCN(CC2)C(=O)OC(C)(C)C)C